(S)-8-(2-methyl-6-((R)-2,2,2-trifluoro-1-(2-(3-methyl-1H-pyrazol-1-yl)-4-(pyridin-3-yl)phenyl)ethoxy)pyrimidin-4-yl)-2,8-diazaspiro[4.5]decane-3-carboxylic acid CC1=NC(=CC(=N1)N1CCC2(C[C@H](NC2)C(=O)O)CC1)O[C@@H](C(F)(F)F)C1=C(C=C(C=C1)C=1C=NC=CC1)N1N=C(C=C1)C